ClC1=C(C=CC(=C1)F)NC1=NC=C(C(=N1)N1C=C(C=C1)C(=O)N[C@H](CO)C1=CC(=CC=C1)Cl)C (S)-1-(2-((2-chloro-4-fluorophenyl)-amino)-5-methyl-pyrimidin-4-yl)-N-(1-(3-chlorophenyl)-2-hydroxyethyl)-1H-pyrrole-3-carboxamide